sodium (S)-3-(3-(2-methoxyphenoxy) phenyl)-3-(3-(1-methyl-4-oxido-2-oxo-1,2-dihydropyridin-3-yl) ureido)propanoate COC1=C(OC=2C=C(C=CC2)[C@H](CC(=O)[O-])NC(=O)NC=2C(N(C=CC2[O-])C)=O)C=CC=C1.[Na+].[Na+]